4-bromo-6-(difluoromethyl)-7-(1-methyl-1H-pyrazol-4-yl)isoquinoline Ethyl-(E)-3-(3-aminothiophen-2-yl)acrylate C(C)OC(\C=C\C=1SC=CC1N)=O.BrC1=CN=CC2=CC(=C(C=C12)C(F)F)C=1C=NN(C1)C